Methyl 5-(2-fluorophenyl)-4-methoxy-1-((6-methoxypyridin-3-yl)sulfonyl)-1H-pyrrole-3-carboxylate FC1=C(C=CC=C1)C1=C(C(=CN1S(=O)(=O)C=1C=NC(=CC1)OC)C(=O)OC)OC